11-fluoro-6,7-dihydro-13H-1,15-ethenopyrazolo[4,3-f][1,10,4,8]benzoxathiadiazacyclotridecin-4(5H)-one FC=1C=CC2=C(CSC3=NC4=C(C(NCCO2)=O)C=NN4C=C3)C1